2-fluoro-4-iodo-3-methyl-pyridine FC1=NC=CC(=C1C)I